(3S,4R,5R)-1-(((R)-1-(benzo[d]thiazol-2-yl)piperidin-3-yl)methyl)piperidine-3,4,5-triol S1C(=NC2=C1C=CC=C2)N2C[C@H](CCC2)CN2C[C@@H](C([C@@H](C2)O)O)O